BrC1=C(C2=C(N=CN=C2N)N1CC=1N=NN(C1)C1=C(C=CC=C1)F)C1=CC=C(C=C1)Cl 6-Bromo-5-(4-chlorophenyl)-7-{[1-(2-fluorophenyl)-1H-1,2,3-triazol-4-yl]methyl}-7H-pyrrolo[2,3-d]pyrimidin-4-amine